C(C)C1(CS(C2=C(N(C1)C1=CC=CC=C1)C=C(C(=C2)OC)I)(=O)=O)C(C)C 3-ethyl-7-iodo-3-isopropyl-8-methoxy-5-phenyl-2,3,4,5-tetrahydro-1,5-benzothiazepine 1,1-dioxide